F[C@@H]1CN(C[C@H]1OC1=NC(=CC2=C1C=CN2C[C@@H](CC)C)NC=2SC(=CN2)C)C(C=C)=O 1-((3R,4R)-3-fluoro-4-((1-((R)-2-methylbutyl)-6-((5-methylthiazol-2-yl)amino)-1H-pyrrolo[3,2-c]pyridin-4-yl)oxy)pyrrolidin-1-yl)prop-2-en-1-one